C(#N)C1CNC1 3-cyanoazetidin